sodium ethylamine C(C)N.[Na]